COC(=O)C=1C2=C(SC1N)CC(CC2)F 2-amino-6-fluoro-4,5,6,7-tetrahydrobenzo[b]thiophene-3-carboxylic acid methyl ester